methyl 3-[10-benzyloxy-6-bromo-2-[2-[(1S)-1-methoxyethyl]-5-morpholino-3-pyridyl]-1-azatricyclo[6.3.1.04,12]dodeca-2,4,6,8(12)-tetraen-3-yl]-2,2-dimethyl-propanoate C(C1=CC=CC=C1)OC1CC=2C=C(C=C3C(=C(N(C1)C32)C=3C(=NC=C(C3)N3CCOCC3)[C@H](C)OC)CC(C(=O)OC)(C)C)Br